N-((3S,6R)-6-(((tert-butyldiphenylsilyl)oxy)methyl)tetrahydro-2H-pyran-3-yl)ethanesulfonamide [Si](C1=CC=CC=C1)(C1=CC=CC=C1)(C(C)(C)C)OC[C@H]1CC[C@@H](CO1)NS(=O)(=O)CC